(S)-2-(4-(6-((5-methoxy-7-methyl-1H-indol-4-yl)methyl)-6-azaspiro[2.5]octan-5-yl)phenyl)propan-2-ol COC=1C(=C2C=CNC2=C(C1)C)CN1[C@@H](CC2(CC2)CC1)C1=CC=C(C=C1)C(C)(C)O